diethyl(oxygen) C(C)OCC